5-methyl-2-pentyl-3-(2-methoxy-2-oxoethyl)-1H-indole CC=1C=C2C(=C(NC2=CC1)CCCCC)CC(=O)OC